C(C)(C)(C)OC(=O)NC/C(/CN1N=C(C=C1)C(=O)OC)=C\F Methyl (E)-1-(2-(((tert-butoxycarbonyl) amino) methyl)-3-fluoroallyl)-1H-pyrazole-3-carboxylate